(1H-indol-3-yl)-4-((1-methyl-1H-pyrazol-3-yl)methyl)-3-oxo-3,4-dihydro-2H-benzo[b][1,4]thiazine-6-carboxamide N1C=C(C2=CC=CC=C12)C1C(N(C2=C(S1)C=CC(=C2)C(=O)N)CC2=NN(C=C2)C)=O